C1(C=CC2=CC=CC=C12)C1=C2C(=C(C(OC2=CC=C1)=O)O)O indenyl-bishydroxycoumarin